2-(5-(6-ethoxy-1H-pyrazolo[3',4':3,4]pyrazolo[1,5-a]pyridin-4-yl)pyridin-2-yl)-2,6-diazaspiro[3.5]nonane-6-carboxylate C(C)OC=1C=C(C=2N(C1)N=C1C2C=NN1)C=1C=CC(=NC1)N1CC2(C1)CN(CCC2)C(=O)[O-]